C(=O)O.CC=1C=CC(=C(C1)O)C1=C2C(=C(N=N1)N[C@H]1CN(CCC1)C)N=CC=C2 5-methyl-2-(8-{[(3R)-1-methylpiperidin-3-yl]amino}pyrido[2,3-d]pyridazin-5-yl)phenol formate salt